Ethyl (1R,2S,3S,4R)-3-((2-chloro-7-methoxypyrrolo[2,1-f][1,2,4]triazin-4-yl)amino)bicyclo[2.2.2]octane-2-carboxylate ClC1=NN2C(C(=N1)N[C@@H]1[C@H](C3CCC1CC3)C(=O)OCC)=CC=C2OC